C1(CC1)C1=C(C=NC2=CC=CN=C12)NC1=CC=C(C=C1)[C@@H](C(F)(F)F)N(C(=O)[C@H]1CN(CCC1)C(=O)NC)C (R)-N3-((S)-1-(4-((4-cyclopropyl-1,5-naphthyridin-3-yl)amino)phenyl)-2,2,2-trifluoroethyl)-N1,N3-dimethylpiperidine-1,3-dicarboxamide